(4-(1H-imidazol-4-yl)phenyl)-N-(3,5-dimethoxybenzyl)-2-(2,3-dioxaindol-1-yl)acetamide hydrochloride Cl.N1C=NC(=C1)C1=CC=C(C=C1)C(C(=O)NCC1=CC(=CC(=C1)OC)OC)N1OOC2=CC=CC=C12